7-chloro-1-methyl-4-(1-(1-phenylcyclopropane-1-carbonyl)piperidin-4-yl)-1,4-dihydropyrido[2,3-b]pyrazine-2,3-dione ClC1=CC2=C(N(C(C(N2C)=O)=O)C2CCN(CC2)C(=O)C2(CC2)C2=CC=CC=C2)N=C1